6-(2-amino-6-fluoro-5-(1'-isopropyl-4H-spiro[benzo[d][1,3]dioxine-2,4'-piperidin]-6-yl)pyridin-3-yL)-3,4-dihydroisoquinolin-1(2H)-one NC1=NC(=C(C=C1C=1C=C2CCNC(C2=CC1)=O)C1=CC2=C(OC3(CCN(CC3)C(C)C)OC2)C=C1)F